indene-1,4-diol C1(C=CC=2C(=CC=CC12)O)O